FC1=CC=C(C=C1)[C@H](C)C1(NC(=CC(=N1)NC1=NC=CN=C1)OCC1OCCC1)N 2-[(S)-1-(4-fluorophenyl)ethyl]-N4-(pyrazin-2-yl)-6-[(tetrahydrofuran-2-yl)methoxy]pyrimidine-2,4-diamine